(S)-2-((cyclopropoxycarbonyl)amino)-3,3-dimethylbutanoic acid C1(CC1)OC(=O)N[C@H](C(=O)O)C(C)(C)C